C(C1=CC=CC=C1)NCCNCCN N-Benzyl-Diethylentriamin